CNC=1C=C(C=CC1)N1CN=CC2=CC=CC=C12 N-[3-(methylamino)phenyl]-quinazoline